C(#C)[C@@]1(C(N(CC1)C([2H])([2H])[2H])=O)O (S)-3-ethynyl-3-hydroxy-1-(methyl-d3)pyrrolidin-2-one